C(CCCCCCCCCCCCCCC)OCCCOP(O)(O)=O 3-(hexadecyloxy)propyl-phosphoric acid